1-[4-[6-(3-anilinopyrrolidin-1-yl)pyrimidin-4-yl]piperazin-1-yl]prop-2-en-1-one N(C1=CC=CC=C1)C1CN(CC1)C1=CC(=NC=N1)N1CCN(CC1)C(C=C)=O